2-(4-fluoro-3-(5-(trifluoromethyl)pyridin-2-yl)benzyl)-4,4-dimethylisoxazolidin-3-one FC1=C(C=C(CN2OCC(C2=O)(C)C)C=C1)C1=NC=C(C=C1)C(F)(F)F